NC=1C2=C(N=CN1)N(C(=C2C2=CC=C(C=C2)OC2=CC=CC=C2)I)C(C#N)C 2-[4-amino-6-iodo-5-(4-phenoxyphenyl)-7H-pyrrolo[2,3-d]pyrimidin-7-yl]propanenitrile